C(C1=CC=CC=C1)N1N=C(C(N(C1=O)CC1=CC=CC=C1)=O)C1=CC=C(C=C1)OC(F)(F)F 2,4-dibenzyl-6-(4-(trifluoromethoxy)phenyl)-1,2,4-triazine-3,5(2H,4H)-dione